oxo-3-methyl-7-oxo-1,6-diazabicyclo[3.2.1]oct-3-ene-2-carboxamide O=C1N2C(C(=CC1NC2=O)C)C(=O)N